ClC=1C=C(C=C2C(=C(C=NC12)C#N)NC1=CC(=C(C=C1)F)Cl)N[C@@H](C=1C=NC=C(C1)C(=O)N1CCCC1)C=1N=NN(C1)C(C)C 8-chloro-4-(3-chloro-4-fluoroanilino)-6-[[(S)-(1-propan-2-yltriazol-4-yl)-[5-(pyrrolidine-1-carbonyl)pyridin-3-yl]methyl]amino]quinoline-3-carbonitrile